4-cyano-4'-propyl-p-terphenyl C(#N)C1=CC=C(C=C1)C1=CCC(C=C1)(C1=CC=CC=C1)CCC